[N+](=O)([O-])C=1C=CC(=NC1)C1=C(C=CC=C1)C 5-nitro-2-(o-tolyl)pyridine